C=C1C2=CC=CC=C2C(C=2C=CC=CC12)=C 9,10-dimethylene-anthracene